2-(4-isobutylphenyl)-N-methylpropanamide C(C(C)C)C1=CC=C(C=C1)C(C(=O)NC)C